N-(2,6-Dimethyl-4-morpholin-4-yl-phenyl)-2-(3,4-dimethyl-phenyl)-acetamide CC1=C(C(=CC(=C1)N1CCOCC1)C)NC(CC1=CC(=C(C=C1)C)C)=O